(S)-N-(2,2-difluoroethyl)-1-nitrosopiperidine-3-carboxamide FC(CNC(=O)[C@@H]1CN(CCC1)N=O)F